BrC1=C(C=C(C=C1)Cl)N(C(=O)C1CCSCC1)COCC[Si](C)(C)C N-(2-bromo-5-chlorophenyl)-N-[2-(trimethylsilyl)ethoxymethyl]tetrahydrothiopyran-4-carboxamide